ethyl 5-(1-(fluoromethyl) cyclopropyl)-1,2,4-oxadiazole-3-carboxylate FCC1(CC1)C1=NC(=NO1)C(=O)OCC